ClC1=C(C=CC=C1)[C@@H](O)C1CCCC1 (S)-1-(2-chlorophenyl)(cyclopentyl)methanol